CN(C=1C=C2C=CN(C2=CC1)C)C N,N,1-trimethyl-1H-indol-5-amine